3,3-Dimethyl-1-[(2S)-2-[(3R)-3-methylpiperazin-1-yl]butanoyl]-2,3-dihydro-1H-indole-6-carbonitrile, hydrochloride salt Cl.CC1(CN(C2=CC(=CC=C12)C#N)C([C@H](CC)N1C[C@H](NCC1)C)=O)C